N-((8-chloro-1,2,3,5,6,7-hexahydro-s-indacen-4-yl)carbamoyl)-6,6-dimethyl-6,7-dihydro-5H-pyrazolo[5,1-b][1,3]oxazine-3-sulfonamide ClC=1C=2CCCC2C(=C2CCCC12)NC(=O)NS(=O)(=O)C=1C=NN2C1OCC(C2)(C)C